C(C)OC=1C=C(C=CC1)C1=CC=C(C=C1)C(C)N1CCNCC1 4-[1-[4-(3-ethoxyphenyl)phenyl]ethyl]piperazin